C(CCOCCCN)N 4-oxaheptan-1,7-diamine